FC(S(=O)(=O)OC=1C2=C(N(C(C1)=O)CC1=CC=C(C=C1)OC)C=CO2)(F)F 4-(4-methoxybenzyl)-5-oxo-4,5-dihydrofuro[3,2-b]pyridin-7-yl trifluoromethanesulfonate